C(C1=CC=CC=C1)N(CC(C(OCC(=O)OCC)C)F)CC1=CC=CC=C1 Ethyl 2-[3-(dibenzylamino)-2-fluoro-1-methyl-propoxy]acetate